C(CCCSSCCCC(=O)OCC)(=O)OCC diethyl 4,4'-dithiodibutyrate